C(C)(C)(C)OC(C[C@@H](COC)NC(=O)OCCC1=CC=CC=C1)=O (S)-3-(((Benzylmethoxy)carbonyl)amino)-4-methoxybutanoic acid tert-butyl ester